[Na+].OCC1=CC(=CN1C)C(=O)[O-] 5-(Hydroxymethyl)-1-methyl-1H-pyrrole-3-carboxylic acid sodium salt